ClCC1=CC=C(C=C1)N1C(=NC=2C1=NC(=CC2)C2=CC(=CC=C2)Cl)C=2C(=NC=CC2)N 3-(3-(4-(Chloromethyl)phenyl)-5-(3-chlorophenyl)-3H-imidazo[4,5-b]pyridin-2-yl)pyridin-2-amine